octyltriiodosilane C(CCCCCCC)[Si](I)(I)I